FC(C1=CC=C(C=N1)N1[C@H]([C@H](CC1)NS(=O)(=O)C)CO[C@@H]1CC[C@@H](CC1)C1=CC=CC=C1)F N-((2R,3S)-1-(6-(difluoromethyl)pyridin-3-yl)-2-((((CIS)-4-phenylcyclohexyl)-oxy)methyl)pyrrolidin-3-yl)methanesulfonamide